C(C(C)C)(=O)O[C@@H]1[C@](O[C@H](C1)N1C2=NC(=NC(=C2N=C1)NCC=1OC(OC1C)=O)Cl)(COC(C(C)C)=O)C#C (2R,3S,5R)-5-(2-chloro-6-(((5-methyl-2-oxo-1,3-dioxol-4-yl)methyl)amino)-9H-purin-9-yl)-2-ethynyl-2-((isobutyryloxy)methyl)tetrahydrofuran-3-yl isobutyrate